N1(C=NC=C1)C=1C=CC(=C(C1)O)C1=NC=C(N=C1)C(=C)[C@H]1C[C@@]2(CC[C@H](C1)N2)C 5-(1H-imidazol-1-yl)-2-(5-(1-((1s,3r,5r)-1-methyl-8-azabicyclo[3.2.1]oct-3-yl)vinyl)pyrazin-2-yl)phenol